C(N)(=N)N1CC(C1)(C(=O)O)F 1-carbamimidoyl-3-fluoroazetidine-3-carboxylic acid